citric acid mononeryl ester C(\C=C(\C)/CCC=C(C)C)OC(CC(O)(C(=O)O)CC(=O)O)=O